N-(2-carbonylpropyl)benzamide C(=O)=C(CNC(C1=CC=CC=C1)=O)C